methyl (R)-1-(N-(((9H-fluoren-9-yl)methoxy)carbonyl)-N-ethyl-L-leucyl)piperidine-2-carboxylate C1=CC=CC=2C3=CC=CC=C3C(C12)COC(=O)N([C@@H](CC(C)C)C(=O)N1[C@H](CCCC1)C(=O)OC)CC